C1(CC1)C(C)C1=NC(=NO1)NCC1=C(N=NN1C)C1=CC=C(C(=N1)C)O[C@@H]1C[C@H](CCC1)C(=O)O (1S,3S)-3-((6-(5-(((5-(1-cyclopropyl-ethyl)-1,2,4-oxadiazol-3-yl)amino)methyl)-1-methyl-1H-1,2,3-triazol-4-yl)-2-methylpyridin-3-yl)oxy)cyclohexane-1-carboxylic acid